N[C@H](C)C1=C(C2=NC(=CC(=C2S1)NCC=1OC=CC1)Cl)C 2-[(1R)-1-aminoethyl]-5-chloro-N-[(furan-2-yl)methyl]-3-methylthieno[3,2-b]pyridin-7-amine